N-[2-(5-fluoro-1H-indol-3-yl)ethyl]-N,3-dimethylbutan-2-amine FC=1C=C2C(=CNC2=CC1)CCN(C(C)C(C)C)C